F[C@]1(C=2C=CC=NC2[C@@H](CC1)O)C(=O)NCC1=C(C(=CC=C1Cl)Cl)Cl (5R,8R)-5-fluoro-8-hydroxy-N-(2,3,6-tri-chlorobenzyl)-5,6,7,8-tetrahydroquinoline-5-carboxamide